C1=CC=C(C(=C1)N)NC(=O)C(=O)NC2=CC=CC=C2N n,n'-bis(2-aminophenyl)oxamide